6-(2-fluorophenyl)-1'-methyl-5,6-dihydro-7H-spiro[pyrido[4,3-d]pyrimidine-8,3'-pyrrolidine]-2',7-dione FC1=C(C=CC=C1)N1CC2=C(N=CN=C2)C2(C(N(CC2)C)=O)C1=O